benzo[d][1,3]dioxolane-5-carboxylic acid O1COC2=C1C=CC(=C2)C(=O)O